1-(2,5-dibromophenyl)-3-[(1S)-1-(2-pyrimidin-2-yl-1,2,4-triazol-3-yl)ethyl]urea BrC1=C(C=C(C=C1)Br)NC(=O)N[C@@H](C)C=1N(N=CN1)C1=NC=CC=N1